BrC=1C(=C2C(=NC1)N(CC21CC(CC1)=CS(=O)(=O)C)CC1=CC=C(C=C1)OC)Cl 5'-Bromo-4'-chloro-1'-(4-methoxybenzyl)-3-((methylsulfonyl)methylene)-1',2'-dihydrospiro[cyclopentane-1,3'-pyrrolo[2,3-b]pyridine]